3-(3-Methyl-2-oxo-5-(4-oxopiperidin-1-yl)-2,3-dihydro-1H-benzo[d]imidazol-1-yl)piperidine-2,6-dione CN1C(N(C2=C1C=C(C=C2)N2CCC(CC2)=O)C2C(NC(CC2)=O)=O)=O